C(CCCCCCC\C=C/CCCCCCCC)(=O)OCCOCCOC(CCCCCCC\C=C/CCCCCCCC)=O Diethylenglycol dioleat